COC1=C(C(=C(C(=C1)[N+](=O)[O-])C1=CC=CC=C1)OC)OC trimethoxy-6-nitro-1,1'-biphenyl